1-[2-CHLORO-6-(TRIFLUOROMETHYL)-4-PYRIDYL]-N-(6-ETHYL-1-METHYL-INDAZOL-7-YL)PYRAZOLE-4-SULFONAMIDE ClC1=NC(=CC(=C1)N1N=CC(=C1)S(=O)(=O)NC=1C(=CC=C2C=NN(C12)C)CC)C(F)(F)F